NC1CCC(CC1)CC(C)O (1r,4r)-4-aminocyclohexylPropan-2-ol